C(=O)C=1C=C(C=C(C1)C=O)O 3,5-diformyl-phenol